2,2'-azobis-(2,4-dimethylpentanenitrile) N(=NC(C#N)(CC(C)C)C)C(C#N)(CC(C)C)C